10H-phenothiazine-2,8-diamine-5,5-dioxide C1=C(C=CC=2S(C3=CC=C(C=C3NC12)N)(=O)=O)N